O1CCN(CC1)CC=1OC(=C(N1)C(F)(F)F)C=O (2-(morpholinomethyl)-4-(trifluoromethyl)oxazol-5-yl)methanone